FC1=C(C=C(C=C1)[C@@H](C)NC(\C=C\C1=CNC2=NC=C(C=C21)C)=O)OC (R,E)-N-(1-(4-fluoro-3-methoxyphenyl)ethyl)-3-(5-methyl-1H-pyrrolo[2,3-b]pyridin-3-yl)acrylamide